dihydronaphtho[2,3-b]furan-4,9-dione O1C2=C(CC1)C(C1=CC=CC=C1C2=O)=O